3-amino-2,2-dimethylpropionitrile 4-methylbenzenesulfonate CC1=CC=C(C=C1)S(=O)(=O)O.NCC(C#N)(C)C